FC1=NC(=CC=C1)N1C[C@H](CCC1)OC 2-fluoro-6-[(3S)-3-methoxypiperidin-1-yl]pyridine